4,4',4''-(triazine-2,4,6-triyltris(benzene-4,1-diyl))tribenzoate N1N(N=C(C=C1C1=CC=C(C=C1)C1=CC=C(C(=O)[O-])C=C1)C1=CC=C(C=C1)C1=CC=C(C(=O)[O-])C=C1)C1=CC=C(C=C1)C1=CC=C(C(=O)[O-])C=C1